3-(triphenylen-2-yl)dibenzo[b,d]thiophene C1=C(C=CC=2C3=CC=CC=C3C3=CC=CC=C3C12)C=1C=CC2=C(SC3=C2C=CC=C3)C1